CC=1C=C(C=C(C1)C)C1=CC=C(N1)C(=O)NC1=NC(=CC=C1)C1=NN=CN1C(C)C 5-(3,5-dimethylphenyl)-N-(6-(4-isopropyl-4H-1,2,4-triazol-3-yl)pyridin-2-yl)-1H-pyrrole-2-carboxamide